C(C)OC(=O)C1=C(C=NN1C1=C(C=CC=C1F)Cl)C1CC1 1-(2-chloro-6-fluorophenyl)-4-cyclopropyl-1H-pyrazole-5-carboxylic acid ethyl ester